CCCCCCCCCCCCCCC(=O)O n-pentadecanoic acid